COC=1C=C(C=CC1)NC(NC=1C=C(CNC2=C(C(=O)N)C=CC=C2)C=CC1)=O 2-(3-(3-(3-methoxyphenyl)ureido)benzylamino)benzamide